(2S)-1-(3-(ethylsulfonyl)phenoxy)-3-(8-(naphthalen-2-ylsulfonyl)-1-oxa-8-azaspiro[4.5]decan-3-ylamino)propan-2-ol C(C)S(=O)(=O)C=1C=C(OC[C@H](CNC2COC3(C2)CCN(CC3)S(=O)(=O)C3=CC2=CC=CC=C2C=C3)O)C=CC1